(S)-1-amino-1'-(6-((2-amino-3-chloropyridin-4-yl)thio)pyrido[2,3-b]pyrazin-2-yl)-1,3-dihydrospiro[indene-2,4'-piperidine]-6-carbonitrile N[C@@H]1C2=CC(=CC=C2CC12CCN(CC2)C=2N=C1C(=NC2)N=C(C=C1)SC1=C(C(=NC=C1)N)Cl)C#N